(3-cyclopentyl-1,2-oxazol-5-yl)methanone C1(CCCC1)C1=NOC(=C1)C=O